Bis(p-tolyl)silylene(cyclopentadienyl)(octamethyloctahydrodibenzofluorenyl)zirconium dichloride [Cl-].[Cl-].C1(=CC=C(C=C1)[Si](=[Zr+2](C1(C(C(C(C2(C3C(=C4C=5C=CC=CC5CC4=C21)C=CCC3)C)(C)C)(C)C)(C)C)C)C3C=CC=C3)C3=CC=C(C=C3)C)C